C(C)(=O)OCC(COC(C)=O)OC(C)=O 1,2,3-tris(acetoxy)propane